FC(OC1=CC=C(C=C1)N1C(N(C(C2=C1N=C(S2)NC2CCC2)=O)C2=CC1=CN(N=C1C=C2)C)=O)F 4-(4-(difluoromethoxy)phenyl)-2-(cyclobutylamino)-6-(2-methyl-2H-indazol-5-yl)thiazolo[4,5-d]pyrimidine-5,7(4H,6H)-dione